4-(4-(3-acrylamidoazepan-1-yl)-8-fluoro-2-(((2S,4R)-4-fluoro-1,2-dimethylpyrrolidin-2-yl)methoxy)pyrido[4,3-d]pyrimidin-7-yl)-5-ethynyl-6-fluoronaphthalen-2-yl diisopropyl phosphate P(=O)(OC1=CC2=CC=C(C(=C2C(=C1)C1=C(C=2N=C(N=C(C2C=N1)N1CC(CCCC1)NC(C=C)=O)OC[C@]1(N(C[C@@H](C1)F)C)C)F)C#C)F)(OC(C)C)OC(C)C